C1(CC1)C1C=NN2C1N=C(N=C2NCC2=NC1=C(N2)C=CC=C1OC)SC 8-cyclopropyl-N-[(4-methoxy-1H-benzimidazol-2-yl)methyl]-2-(methylsulfanyl)-8,8a-dihydropyrazolo[1,5-a][1,3,5]triazin-4-amine